tert-Butyl 4-(1'-(1-(4-methoxybenzyl)-2,6-dioxopiperidin-3-yl)-2'-oxospiro[cyclopropane-1,3'-indolin]-5'-yl)piperazine-1-carboxylate COC1=CC=C(CN2C(C(CCC2=O)N2C(C3(C4=CC(=CC=C24)N2CCN(CC2)C(=O)OC(C)(C)C)CC3)=O)=O)C=C1